ClC1=C(C=CC(=C1)C(C)CC)C(C(=O)O)CC 2-(2-chloro-4-sec-butyl-phenyl)butanoic acid